CC(=O)[C@H]1CC[C@@H]2[C@@]1(CCC3=C4C=CC(=CC4=C(C=C23)OC)OC)C 3,6-Dimethoxy-19-norpregna-1,3,5,7,9-pentaen-20-one